(3-METHYLADAMANTAN-1-YL)METHYL ACETATE C(C)(=O)OCC12CC3(CC(CC(C1)C3)C2)C